FC1=C(C(=CC=C1C)CN1CCNCC1)C#CC(C(=O)O)(C)C 4-(2-fluoro-3-methyl-6-(piperazin-1-ylmethyl)phenyl)-2,2-dimethylbut-3-ynoic acid